ClC=1N=CC2=C(C=CC(=C2C1)C(C)C)OC[C@H]1CCC(N1C)=O (R)-5-(((3-chloro-5-isopropylisoquinolin-8-yl)oxy)methyl)-1-methylpyrrolidin-2-one